N-[[4-[[(2-pyridinylmethyl)amino]methyl]phenyl]methyl]-N-(5,6,7,8-tetrahydro-8-quinolinyl)-(L)-alaninamide N1=C(C=CC=C1)CNCC1=CC=C(C=C1)CN(C([C@@H](N)C)=O)C1CCCC=2C=CC=NC12